C(\C=C/C(=O)O)(=O)O.N1=CN=CC=C1 pyrimidine monomaleate